C(C)NC(=O)C1=NOC(=C1I)C1=C(C=C(C(=C1)C(C)(C)C)OCC1=CC=CC=C1)OCC1=CC=CC=C1 5-(2,4-Bis-benzyloxy-5-tert-butyl-phenyl)-4-iodo-isoxazole-3-carboxylic Acid Ethylamide